1-(2-pyridinyl)-5-trifluoromethyl-6-cyanopyridin-2-one N1=C(C=CC=C1)N1C(C=CC(=C1C#N)C(F)(F)F)=O